CC1=CC=CC(=N1)C1=NNC=C1C=1N=C2C(=CC=NC2=CC1)CNCCCN1CCOCC1 N-[[6-[3-(6-methyl-2-pyridyl)-1H-pyrazol-4-yl]-1,5-naphthyridin-4-yl]methyl]-3-morpholino-propan-1-amine